5-chloro-N4-(furan-2-ylmethyl)-N2-(5-(4-methylpiperazin-1-yl)pyridin-2-yl)pyrimidine-2,4-diamine ClC=1C(=NC(=NC1)NC1=NC=C(C=C1)N1CCN(CC1)C)NCC=1OC=CC1